N-(2-allyl-4-fluorophenyl)acetamide C(C=C)C1=C(C=CC(=C1)F)NC(C)=O